5,6beta-epoxycholestene-3beta-acetamide C=C(C)CCC[C@@H](C)[C@H]1CC[C@H]2[C@@H]3C[C@@H]4C5(C[C@H](CC[C@]5(C)[C@H]3CC[C@]12C)CC(=O)N)O4